Tert-Butyl ((3S,6S,9aR)-8-methyl-5-oxo-3-(3-(pyridin-3-yl)azetidine-1-carbonyl)octahydro-1H-pyrrolo[1,2-a]azepin-6-yl)carbamate CC1C[C@@H]2N(C([C@H](C1)NC(OC(C)(C)C)=O)=O)[C@@H](CC2)C(=O)N2CC(C2)C=2C=NC=CC2